tert-butyl N-(5-{2-[(5-chloropyridin-2-yl)amino]-1,3-thiazol-4-yl}-4-(2-methoxy ethyl)-1,3-thiazol-2-yl)carbamate ClC=1C=CC(=NC1)NC=1SC=C(N1)C1=C(N=C(S1)NC(OC(C)(C)C)=O)CCOC